C(#N)C1=C(C=CC(=C1)C(F)(F)F)N1CCC(CC1)(C(=O)O)C=1C=CC(=NC1)C=1C(=NC=CC1)C1CC1 1-[2-cyano-4-(trifluoromethyl)phenyl]-4-{2'-cyclopropyl-[2,3'-bipyridin]-5-yl}piperidine-4-carboxylic acid